C(C)C1(NC(N(C(C1)=O)[C@@H]1CCOC2=CC=C(C=C12)C(=O)N[C@H]1C(C(OC2=CC=CC=C12)C(F)(F)F)O)=N)CC (4R)-4-(4,4-diethyl-2-imino-6-oxotetrahydropyrimidin-1(2H)-yl)-N-((4R)-3-hydroxy-2-(trifluoromethyl)chroman-4-yl)chromane-6-carboxamide